OCC(=O)C1=C(C=CC=C1)NC(C)C=1C=C(C=C2C(N(C(=NC12)N1CCOCC1)C)=O)C 8-(1-((2-(2-hydroxyacetyl)phenyl)amino)ethyl)-3,6-dimethyl-2-morpholinoquinazolin-4(3H)-one